3,15-bis(10-guanidino-13-oxo-6,7,8,13-tetrahydrodibenzo[b,f][1,4]dioxecin-4-carbonyl)-6,9,12-trioxa-3,15-diazaheptadecane-1,2,16,17-tetracarboxylic acid N(C(=N)N)C1=CC2=C(C(OC3=C(OCCC2)C(=CC=C3)C(=O)N(C(CC(=O)O)C(=O)O)CCOCCOCCOCCN(C(CC(=O)O)C(=O)O)C(=O)C3=CC=CC2=C3OCCCC3=C(C(O2)=O)C=CC(=C3)NC(=N)N)=O)C=C1